9-(4-chloro-2-fluoro-phenyl)-7-[2-(6-methoxy-3-pyridyl)tetrahydropyran-4-yl]-2,3-dimethyl-pyrimido[1,2-b]pyridazin-4-one ClC1=CC(=C(C=C1)C=1C=2N(N=C(C1)C1CC(OCC1)C=1C=NC(=CC1)OC)C(C(=C(N2)C)C)=O)F